C(C=C)(=O)N1CCN(CC1)C=1C=CC(=C(C1)C=1C(NC(C1C1=CNC2=CC=CC=C12)=O)=O)C(F)(F)F 3-(5-(4-Acryloylpiperazin-1-yl)-2-(trifluoromethyl)phenyl)-4-(1H-indol-3-yl)-1H-pyrrole-2,5-dione